ClC1=C(C(=CC=C1Cl)F)C1(CN(CC1)C(C=C)=O)NC=1C=C2C(N(C=NC2=C(C1)F)CC(=O)N)=O 2-(6-{[3-(2,3-dichloro-6-fluorophenyl)-1-(prop-2-enoyl)pyrrolidin-3-yl]amino}-8-fluoro-4-oxoquinazolin-3-yl)acetamide